C(C)C(C(=O)O)(CCCCCCCCCCCCCCCC)CCCCCC.C(CCCCCCCCCCCCCCCCC)(=O)OC(CCCCC)CC ethylhexyl stearate (ethyl hexyl stearate)